1-ethyl-9-(2-carboxyethyl)carbonyloxyanthracene C(C)C1=CC=CC2=CC3=CC=CC=C3C(=C12)OC(=O)CCC(=O)O